N1=C(C=CC=C1)CN1C(CCC1)C1N(CCC1)CC1=NC=CC=C1 N,N'-bis(2-picolyl)-2,2'-bipyrrolidine